BrC1=C(C(=C(C(=C1F)F)C1=NC(=NC(=N1)C1=CC=CC=C1)C1=CC=CC=C1)F)F 2-(4-bromo-2,3,5,6-tetrafluorophenyl)-4,6-diphenyl-1,3,5-triazine